3-cyclopropyl-1-((6-methyltetrahydro-2H-pyran-2-yl)methyl)-4-(trifluoromethyl)-1H-pyrazole C1(CC1)C1=NN(C=C1C(F)(F)F)CC1OC(CCC1)C